3-(vinyl)-8-oxo-5-thia-1-azabicyclo[4.2.0]oct-2-ene-2-carboxylic acid 2-diethylaminoethyl ester hydrochloride Cl.C(C)N(CCOC(=O)C=1N2C(CC2SCC1C=C)=O)CC